OC1(C(=C(C(O1)=O)C(=O)NOC(C)C)C=1NC2=CC=CC=C2C1)CCCCC 5-hydroxy-4-(1H-indol-2-yl)-N-isopropoxy-2-oxo-5-pentyl-2,5-dihydrofuran-3-carboxamide